FC1=C2C=CNC2=CC(=C1)F 4,6-Difluoro-1H-indol